CC1CCC(CC1)CCC(=O)Cl 3-(4-methylcyclohexyl)propanoyl Chloride